C(C)(=O)N[C@H]1[C@@H](C=C(C[C@@H]1NCC1=NOC(=N1)C1=CC=C(C=C1)Br)C(=O)O)OC(CC)CC (3R,4R,5S)-4-acetylamino-5-(((5-(4-bromophenyl)-1,2,4-oxadiazol-3-yl)methyl)amino)-3-(pent-3-yloxy)cyclohex-1-ene-1-carboxylic acid